(2R,4S)-4-fluoro-2-[3-fluoro-5-(methylthio)phenyl]pyrrolidine hydrochloride Cl.F[C@H]1C[C@@H](NC1)C1=CC(=CC(=C1)SC)F